tert-butyl 3-[1-(4-2-[(tert-butyldimethylsilyl)oxy]ethylphenyl)cyclopropyl](methyl)carbamoyl-4H,5H,6H,7H-pyrazolo[1,5-a]pyrazine-5-carboxylate [Si](C)(C)(C(C)(C)C)OCCC1=CC=C(C=C1)C1(CC1)C=1C(=NN2C1CN(CC2)C(=O)OC(C)(C)C)C(NC)=O